FC(F)N1CCCC1 (difluoromethyl)pyrrolidin